tert-butyl (S)-6-amino-1,4-oxazepane-6-carboxylate N[C@]1(CNCCOC1)C(=O)OC(C)(C)C